OCCC1C=CC=CC=1 PHENYLETHANOL